(6Z,9Z)-6,9-pentadecadien CCCCC\C=C/C\C=C/CCCCC